NC1=CC=C(CN2N=C3C=C(C=CC3=C2)S(=O)(=O)C=2C=C3C(=C(C=NC3=C(C2)C)C(=O)N)NC2=CC(=CC=C2)OC)C=C1 6-((2-(4-aminobenzyl)-2H-indazol-6-yl)sulfonyl)-4-((3-methoxyphenyl)amino)-8-methylquinoline-3-carboxamide